N1(CCCC1)CC(C(=O)N1CCN(CC1)C1=NC=CN=C1NC1=CC=C(C=C1)C(F)(F)F)=C 2-(pyrrolidin-1-ylmethyl)-1-(4-(3-((4-(trifluoromethyl)phenyl)amino)pyrazin-2-yl)piperazin-1-yl)prop-2-en-1-one